9H-3,9'-Bicarbazole-d C1(=CC(=CC=2C3=CC=CC=C3NC12)N1C2=CC=CC=C2C=2C=CC=CC12)[2H]